2-(methoxymethyl)-6-methyl-4-(4,4,5,5-tetramethyl-1,3,2-dioxaborolan-2-yl)pyridine COCC1=NC(=CC(=C1)B1OC(C(O1)(C)C)(C)C)C